1-(2-(methylsulfonyl)pyrimidin-4-yl)-3-phenyl-1H-pyrazole-4-carbaldehyde CS(=O)(=O)C1=NC=CC(=N1)N1N=C(C(=C1)C=O)C1=CC=CC=C1